C(CCCC\C=C\CCC\C=C/CCCC)=O (E,Z)-6,11-hexadecadienal